C(C)(C)(C)OC(=O)N1C[C@H](O[C@@H](C1)C)CO.BrC=1C(=C(C=CC1C)NC(CC)=O)C=O N-(3-bromo-2-formyl-4-methylphenyl)propanamide tert-butyl-(2S,6R)-2-(hydroxymethyl)-6-methylmorpholine-4-carboxylate